BrC1=C(C=C(C=C1)C=1C(=NC(=NC1)NC=1C=NN(C1)C)NC=1C=C(C=C(C1)F)NC(C=C)=O)F N-(3-((5-(4-bromo-3-fluorophenyl)-2-((1-methyl-1H-pyrazol-4-yl)amino)pyrimidin-4-yl)amino)-5-fluorophenyl)acrylamide